trans-N-((trans-4-(3-Cyano-4-methoxyphenyl)cyclohexyl)methyl)-N-(4-(2-cyclopropyloxazol-4-yl)pyridine-2-yl)-4-hydroxycyclohexanecarboxamide C(#N)C=1C=C(C=CC1OC)[C@@H]1CC[C@H](CC1)CN(C(=O)[C@@H]1CC[C@H](CC1)O)C1=NC=CC(=C1)C=1N=C(OC1)C1CC1